C(C)OC(\C=C\C1=CC=C(C=C1)/C(=C(/CC)\C1=C(C=C(C=C1)Cl)Cl)/C=1C=C2C=NNC2=CC1)=O (E)-3-(4-((E)-2-(2,4-dichlorophenyl)-1-(1H-indazol-5-yl)but-1-en-1-yl)phenyl)acrylic acid ethyl ester